C1(=CC=C2C=CC3=CC=CC4=CC=C1C2=C34)C=NN pyreneformaldehyde hydrazone